C(C)(C)(C)OP(=O)(OC(C)(C)C)OC1=C(C=CC=C1)CC(C(=O)OCC1=CC=CC=C1)(C)C benzyl 3-(2-((di-t-butoxyphosphoryl) oxy) phenyl)-2,2-dimethylpropionate